BrC1=CC=C(CN(C(=O)[C@H]2CN(CCC2)C=2C=C(OC(C(=O)N3CCN(CC3)C(=O)OC(C)(C)C)(C)C)C=CC2)C(C)C)C=C1 tert-butyl (R)-4-(2-(3-(3-((4-bromobenzyl)(isopropyl)carbamoyl)piperidin-1-yl)phenoxy)-2-methylpropanoyl)piperazine-1-carboxylate